ClC1=C(C(=C(C=C1)O)C)C1=CC2=C(N=C(N=C2)NC)N2C1=NN=C2 4-chloro-2-methyl-3-(2-(methylamino)-[1,2,4]triazolo[4',3':1,6]pyrido[2,3-d]pyrimidin-6-yl)phenol